C1(CC1)C=1C=NC=CC1C=1C(=NN2C1CN(CC2)C(=O)OC(C)(C)C)C2=CC=C(C=C2)C(F)(F)F tert-butyl 3-(3-cyclopropylpyridin-4-yl)-2-[4-(trifluoromethyl)phenyl]-6,7-dihydropyrazolo[1,5-a]pyrazine-5(4H)-carboxylate